diphenyl-[4-(phenylsulfanyl)phenyl]sulfonium triflate [O-]S(=O)(=O)C(F)(F)F.C1(=CC=CC=C1)[S+](C1=CC=C(C=C1)SC1=CC=CC=C1)C1=CC=CC=C1